(R)-2-amino-4,4-difluorobut-3-en-1-ol, hydrochloride Cl.N[C@@H](CO)C=C(F)F